CC1CC2(NC(C1)C2)C(=O)O 3-Methyl-6-azabicyclo[3.1.1]heptane-1-carboxylic acid